O=C1NC(C=2C=C3C(=CC12)C=CC=C3)=O 1,3-dioxo-1,3-dihydro-2H-benzo[f]isoindol